C(C)(C)(C)[Si](OC1CC(C(C(C1)F)F)F)(C)C tert-butyl-dimethyl-[cis-3,4,5-trifluorocyclohexyl]oxysilane